(2S,4r)-1-[(2S)-2-(4-cyclopropyl-triazol-1-yl)-3,3-dimethyl-butyryl]-4-hydroxy-N-[2-hydroxy-1-(3-methyl-1,2,4-oxadiazol-5-yl)ethyl]pyrrolidine-2-carboxamide C1(CC1)C=1N=NN(C1)[C@H](C(=O)N1[C@@H](C[C@H](C1)O)C(=O)NC(CO)C1=NC(=NO1)C)C(C)(C)C